CN(C)C=C1C(C2(CCC2)CC1)=O 6-((dimethylamino)methylene)spiro[3.4]octan-5-on